N(=O)[Na] nitrosyl-sodium